FC=1C=C(CC=2C=3N(C=C(N2)C2=NC(=NN2)C(F)(F)F)N=CN3)C=CC1 8-(3-Fluorobenzyl)-6-(3-(trifluoromethyl)-1H-1,2,4-triazol-5-yl)-[1,2,4]triazolo[1,5-a]pyrazine